3-(4-amino-2-(bromomethyl)-7-(pyrimidin-4-yl)pyrazolo[1,5-a]pyrazin-6-yl)benzonitrile NC=1C=2N(C(=C(N1)C=1C=C(C#N)C=CC1)C1=NC=NC=C1)N=C(C2)CBr